N,N'-bis[(N-methylcarbamoyl)methyl]-3-azapentane-1,5-diamine CNC(=O)CNCCNCCNCC(NC)=O